CC(C(=O)OC)(COS(=O)(=O)C1=CC=C(C)C=C1)C methyl 2,2-dimethyl-3-(tosyloxy)propanoate